COC1=CC=C2C(=N1)C(=C(N2COCC[Si](C)(C)C)C2=CC(=NC=C2)NC(C)=O)C2=NC=CC=C2 N-{4-[5-methoxy-3-(pyridin-2-yl)-1-{[2-(trimethylsilyl)ethoxy]methyl}-1H-pyrrolo[3,2-b]pyridin-2-yl]pyridin-2-yl}acetamide